7-[5-(7-Methyl-2,7-diazaspiro[3.5]nonan-2-yl)[1,3]thiazolo[5,4-d][1,3]thiazol-2-yl]-4-(1H-pyrazol-4-yl)-1H-pyrrolo[2,3-c]pyridin Trifluoroacetat FC(C(=O)O)(F)F.CN1CCC2(CN(C2)C=2SC3=C(N2)SC(=N3)C=3N=CC(=C2C3NC=C2)C=2C=NNC2)CC1